O1CCN2C=C(CC3=CC=CC1=C23)C(=O)[O-] 2,3-dihydro-7H-[1,4]oxazino[2,3,4-ij]quinoline-6-carboxylate